C(C1=CC=CC=C1)OC1=C(C=C(C=C1)N1C(=C(C=2N=CN=C(C21)NCC2=CC=C(C=C2)OC)C)C2=C(C=C(C=N2)N)C)F 6-{5-[4-(benzyloxy)-3-fluorophenyl]-4-{[(4-methoxyphenyl)methyl]amino}-7-methylpyrrolo[3,2-d]pyrimidin-6-yl}-5-methylpyridin-3-amine